Methyl-4,8-dioxo-N-(3-(pyrrolidin-1-yl)propyl)-4,8-dihydrothieno[3',2':4,5]benzo[1,2-d]isoxazole-6-carboxamide CC1=NOC2=C1C(C1=C(C2=O)C=C(S1)C(=O)NCCCN1CCCC1)=O